8-bromo-2-(morpholin-4-yl)-N-{[5-(pyridin-3-yl)-4H-1,2,4-triazol-3-yl]methyl}pyrazolo[1,5-a][1,3,5]triazin-4-amine BrC=1C=NN2C1N=C(N=C2NCC2=NN=C(N2)C=2C=NC=CC2)N2CCOCC2